tert-butyl (3S)-3-(4-amino-2-methyl-phenyl)morpholine-4-carboxylate NC1=CC(=C(C=C1)[C@@H]1N(CCOC1)C(=O)OC(C)(C)C)C